N1(C=NC=C1)C(COC)=O 1-(1H-imidazol-1-yl)-2-methoxyethan-1-one